C(C)(C)(C)N1N=C(C(=C1C)O)C1=CC(=CC(=C1)F)F 1-(tert-butyl)-3-(3,5-difluorophenyl)-5-methyl-pyrazole-4-ol